(2S,3R,4R,5S,6R)-2-[4-chloro-3-[[4-[(3S)-oxolane-3-yl]oxyphenyl]methyl]phenyl]-6-(hydroxymethyl)oxan-3,4,5-triol ClC1=C(C=C(C=C1)[C@@H]1O[C@@H]([C@H]([C@@H]([C@H]1O)O)O)CO)CC1=CC=C(C=C1)O[C@@H]1COCC1